5,7-difluorochromane-3-carboxylic acid FC1=C2CC(COC2=CC(=C1)F)C(=O)O